FC1=CC=CC(=N1)C=1C=C(C=CC1)C=1N=C(SC1)NC(=O)[C@H]1N(CC1)C(=O)C1=CN(C=C1)S(=O)(=O)C (S)-N-(4-(3-(6-fluoropyridin-2-yl)phenyl)thiazol-2-yl)-1-(1-(methylsulfonyl)-1H-pyrrole-3-carbonyl)azetidine-2-carboxamide